C(C)(C)(C)OC(=O)C1=C(C(=C(S1)C=1C=C(C=CC1)NC1CCN(CC1)C(=O)OC(C)(C)C)Cl)OCC(=O)OCC tert-butyl 4-((3-(5-(tert-butoxycarbonyl)-3-chloro-4-(2-ethoxy-2-oxoethoxy)thiophen-2-yl)phenyl)amino)piperidine-1-carboxylate